3-((2-methoxyethyl)amino)prop-2-en-1-one COCCNC=CC=O